4-phenoxyazetidine O(C1=CC=CC=C1)C1CCN1